2-methoxyquinoline COC1=NC2=CC=CC=C2C=C1